4-(3-hydroxycyclobutoxy)-3-methoxybenzoic acid OC1CC(C1)OC1=C(C=C(C(=O)O)C=C1)OC